6-(Cyclopropanecarboxamido)-4-((2-methoxy-3-(2-((methylamino)methyl)thiazol-5-yl)phenyl)amino)-N-(trisDeuteromethyl)pyridazine-3-carboxamide C1(CC1)C(=O)NC1=CC(=C(N=N1)C(=O)NC([2H])([2H])[2H])NC1=C(C(=CC=C1)C1=CN=C(S1)CNC)OC